N[C@@H](CC(N)=O)C(=O)N[C@@H](CC(C)C)C(=O)O Asparaginyl-Leucine